3,4,5-tris(2-(2-methoxyethoxy)ethoxy)-N-(4-(phenylethynyl)phenyl)benzamide COCCOCCOC=1C=C(C(=O)NC2=CC=C(C=C2)C#CC2=CC=CC=C2)C=C(C1OCCOCCOC)OCCOCCOC